di(p-chlorophenyl)methylene(cyclopentadienyl)(2,7-di-t-butylfluorenyl)zirconium dichloride [Cl-].[Cl-].ClC1=CC=C(C=C1)C(=[Zr+2](C1=C(C=CC=2C3=CC=C(C=C3CC12)C(C)(C)C)C(C)(C)C)C1C=CC=C1)C1=CC=C(C=C1)Cl